COCCO[Si](C=C)(OCCOC)OCCOC tris(2-methoxyethoxy)-vinylsilane